(2R,3S,4S)-3-fluoro-4-hydroxy-1-(9-phenyl-9H-fluoren-9-yl)pyrrolidin F[C@H]1CN(C[C@@H]1O)C1(C2=CC=CC=C2C=2C=CC=CC12)C1=CC=CC=C1